C(C1=CC=CC=C1)C=1C=C(C=CC1)NC(=O)NC1CN(CC1)C#N 1-(3-benzyl-phenyl)-3-(1-cyanopyrrolidin-3-yl)urea